(5-bromo-6-fluoro-2-pyridinyl)-N-tert-butoxycarbonyl-carbamic acid tert-butyl ester C(C)(C)(C)OC(N(C(=O)OC(C)(C)C)C1=NC(=C(C=C1)Br)F)=O